pyrrolo[3,4-c]furan C1OC=C2C1=CN=C2